2-[4-(1,3-benzothiazol-2-yloxy)phenyl]propan-2-ol S1C(=NC2=C1C=CC=C2)OC2=CC=C(C=C2)C(C)(C)O